6-Bromo-8-cyclopentyl-2-[5-(2-methoxy-ethoxy)-pyridin-2-ylamino]-8H-pyrido[2,3-d]pyrimidin-7-one BrC1=CC2=C(N=C(N=C2)NC2=NC=C(C=C2)OCCOC)N(C1=O)C1CCCC1